S(=S)(=O)(OC(C)C)OC(C)C di-isopropyl thiosulfate